tert-Butyl 2-(7-chloro-5-(4-(morpholine-4-carbonyl)phenyl)benzofuran-2-yl)propan-2-ylcarbamate ClC1=CC(=CC=2C=C(OC21)C(C)(C)NC(OC(C)(C)C)=O)C2=CC=C(C=C2)C(=O)N2CCOCC2